NC=1C(=NC(=CN1)C1=C2C=C(NC2=CC=C1)C)C(=O)NC1=NC=CC=C1N1CCC(CC1)N 3-amino-N-(3-(4-aminopiperidin-1-yl)pyridin-2-yl)-6-(2-methyl-1H-indol-4-yl)pyrazine-2-carboxamide